CC=1C=CC2=C(C=C(O2)CO)C1 (5-methyl-1-benzofuran-2-yl)methanol